FC1=C(C=CC(=C1C)OC1=CC2=C(N(N=N2)C)C=C1)NC=1C2=C(N=CN1)C=CC(=N2)N2CCC(CC2)NC(C=C)=O N-(1-(4-((2-fluoro-3-methyl-4-((1-methyl-1H-benzo[d][1,2,3]triazol-5-yl)oxy)phenyl)amino)pyrido[3,2-d]pyrimidin-6-yl)piperidin-4-yl)acrylamide